CC1=CC=C(C2=CC3=C(C=CC(=C3C=C12)C)C)C 1,4,5,8-Tetramethylanthracen